C(=O)O.ClC=1C=C(C=CC1N[C@@H](C(F)(F)F)C1=CC=CC=C1)S(=O)(=O)NC=1SC=CN1 (R)-3-chloro-N-(thiazol-2-yl)-4-((2,2,2-trifluoro-1-phenylethyl)amino)benzenesulfonamide formate